CSC=1C=C2CCCC(C2=CC1)O 6-(methylsulfanyl)-1,2,3,4-tetrahydronaphthalen-1-ol